N[C@@H](CC1=CNC2=CC=CN=C12)C(=O)O 4-azatryptophan